C(C)(C)(C)OC(=O)N1CCC(CC1)C(=O)O 1-(tert-butoxycarbonyl)-piperidine-4-carboxylic acid